(3-fluoro-5'-methyl-[2,3'-bipyridine]-2'-yl)((1S,4S,6R)-6-((5-(trifluoromethyl)pyrazin-2-yl)amino)-2-azabicyclo[2.2.1]hept-2-yl)methanone FC=1C(=NC=CC1)C=1C(=NC=C(C1)C)C(=O)N1[C@@H]2[C@@H](C[C@H](C1)C2)NC2=NC=C(N=C2)C(F)(F)F